2-(2-ethoxy-3-pyridinyl)-5-isopropyl-7-methyl-N-[(1-methylpyrazol-3-yl)methyl]imidazo[1,5-b]pyridazin-4-amine C(C)OC1=NC=CC=C1C=1C=C(C=2N(N1)C(=NC2C(C)C)C)NCC2=NN(C=C2)C